ClC=1C(=C(NC2=NC=NC3=CC=C(C=C23)C23CN(CCC3C2)C(C=C)=O)C=CC1)F 1-[1-[4-(3-chloro-2-fluoro-anilino)quinazolin-6-yl]-3-azabicyclo[4.1.0]heptan-3-yl]prop-2-en-1-one